methyl (E)-4-[2-[2-[2-[2-[2-[2-[2-(p-tolylsulfonyloxy)ethoxy]ethoxy]ethoxy]ethoxy]ethoxy]ethoxy]ethoxy]but-2-enoate C1(=CC=C(C=C1)S(=O)(=O)OCCOCCOCCOCCOCCOCCOCCOC/C=C/C(=O)OC)C